N,N'-dimethylimidazolium tetrafluoroborate F[B-](F)(F)F.CN1C=[N+](C=C1)C